(5-((3-(cyclopropylmethyl)-2,4,5-trioxoimidazolidin-1-yl)methyl)-1,2,4-oxadiazol-3-yl)-N-(2-methoxyphenyl)-N-((tetrahydrofuran-2-yl)methyl)acetamide C1(CC1)CN1C(N(C(C1=O)=O)CC1=NC(=NO1)CC(=O)N(CC1OCCC1)C1=C(C=CC=C1)OC)=O